6-(4-Chlorophenyl)-3-cyclopropyl-4-oxo-4,5-dihydropyrazolo[1,5-a]pyrazine-2-carboxylic acid ClC1=CC=C(C=C1)C=1NC(C=2N(C1)N=C(C2C2CC2)C(=O)O)=O